(6-(4-ethynyl-2-hydroxyphenyl)-5-trifluoromethylpyridazin-3-yl)-2-(methylamino)acetamide C(#C)C1=CC(=C(C=C1)C1=C(C=C(N=N1)C(C(=O)N)NC)C(F)(F)F)O